4-(2-oxiranoxy)pyridine O1C(C1)OC1=CC=NC=C1